N-(4-cyanophenyl)guanidine C1=CC(=CC=C1C#N)N=C(N)N